amyl ethyl ether C(C)OCCCCC